4-(4-(2,5-Diazabicyclo[2.2.2]octan-2-yl)-2-((1-(pyrrolidin-1-ylmethyl)cyclopropyl)methoxy-d2)-5,8-dihydropyrido[3,4-d]pyrimidin-7(6H)-yl)-5-ethynyl-6-fluoronaphthalen-2-ol C12N(CC(NC1)CC2)C=2C1=C(N=C(N2)OC([2H])([2H])C2(CC2)CN2CCCC2)CN(CC1)C1=CC(=CC2=CC=C(C(=C12)C#C)F)O